4-{[3-(8-{[(3S,4R)-3-fluoro-1-methylpiperidin-4-yl]amino}-3-(prop-2-enamido)imidazo[1,2-a]pyridin-2-yl)prop-2-yn-1-yl]amino}-3-methoxy-N-methylbenzamide F[C@H]1CN(CC[C@H]1NC=1C=2N(C=CC1)C(=C(N2)C#CCNC2=C(C=C(C(=O)NC)C=C2)OC)NC(C=C)=O)C